CC1(CCC=2C(=NNC2C1)C(=O)NC=1C=NN(C1)C1CCNCC1)C 6,6-dimethyl-N-[1-(piperidin-4-yl)-1H-pyrazol-4-yl]-4,5,6,7-tetrahydro-1H-indazole-3-carboxamide